(S)-3-((7-((tert-butoxycarbonyl)(4-(pyridin-2-yl)benzyl)amino)-3-chloropyrazolo[1,5-a]pyrimidin-5-yl)amino)piperidine-1-carboxylic acid tert-butyl ester C(C)(C)(C)OC(=O)N1C[C@H](CCC1)NC1=NC=2N(C(=C1)N(CC1=CC=C(C=C1)C1=NC=CC=C1)C(=O)OC(C)(C)C)N=CC2Cl